3-(3,4-dibenzyloxyphenyl)-2-dibenzylamino-3-oxopropanoate C(C1=CC=CC=C1)OC=1C=C(C=CC1OCC1=CC=CC=C1)C(C(C(=O)[O-])N(CC1=CC=CC=C1)CC1=CC=CC=C1)=O